OC1=CC=C2C(C(COC2=C1)C1=CC=CC=C1)C1=CC=C(C=C1)N1CCC(CC1)N(C)CC1=CC=C(C=C1)C1C(NC(CC1)=O)=O 3-(4-(((1-(4-(7-hydroxy-3-phenylchroman-4-yl)phenyl)piperidin-4-yl)(methyl)amino)methyl)phenyl)piperidine-2,6-dione